COC1=C(C=CC=C1)C(CC=C)(C1=CC=CC=C1)NC(C1=CC=CC=C1)=O N-(1-(2-methoxyphenyl)-1-phenylbut-3-en-1-yl)benzamide